(R)-2-((5-(2-(1-((5-bromo-2-nitropyridin-3-yl)oxy)ethyl)-5-fluorophenyl)-2-methyl-2H-1,2,3-triazol-4-yl)methyl)-6,7-dihydro-5H-pyrazolo[5,1-b][1,3]oxazine BrC=1C=C(C(=NC1)[N+](=O)[O-])O[C@H](C)C1=C(C=C(C=C1)F)C=1C(=NN(N1)C)CC1=NN2C(OCCC2)=C1